C(C)CC(=O)NCCC=1N=C(SC1Cl)N ethyl-N-(2-(2-amino-5-chlorothiazol-4-yl)ethyl)acetamide